dimethyl-Nickel bromide C[Ni](C)Br